(S)-2-Chloro-4-fluoro-N-methyl-N-(3-methyl-1-(pyrrolidin-1-yl)butan-2-yl)benzamide ClC1=C(C(=O)N([C@H](CN2CCCC2)C(C)C)C)C=CC(=C1)F